CC1CCC(N(C1)C(C(=O)NC=1C=NC=C(C(=O)N)C1)=O)C1=NNC=C1 5-(2-(5-methyl-2-(1H-pyrazol-3-yl)piperidin-1-yl)-2-oxoacetamido)nicotinamide